N-Fmoc-D-cysteic acid C(=O)(OCC1C2=CC=CC=C2C2=CC=CC=C12)N[C@H](CS(=O)(O)=O)C(=O)O